C(C1=CC=CC=C1)OC=1C(=CC(=C(C1)CC(=O)O)F)C(CC)(C)O 2-[5-benzyloxy-2-fluoro-4-(1-hydroxy-1-methyl-propyl)phenyl]acetic acid